ClC1=CC(=C(C=C1)NC(C)(C)C=1C=C(C#N)C=CC1)[N+](=O)[O-] 3-(2-((4-chloro-2-nitrophenyl)amino)propane-2-yl)benzonitrile